FC1=CC=C(C=C1)N1C(=C(C2=CC(=CC=C12)O)C#N)C1CCOCC1 1-(4-fluorophenyl)-5-hydroxy-2-(tetrahydro-2H-pyran-4-yl)-1H-indole-3-carbonitrile